C1(=CC=CC=C1)C1(CC1)NC(=O)C=1C=2C[C@@H]3[C@H](C2N(N1)C1=C(C=CC=C1)F)C3 (1aR,5aR)-2-(2-Fluoro-phenyl)-1a,2,5,5a-tetrahydro-1H-2,3-diaza-cyclopropa[a]pentalene-4-carboxylic acid (1-phenyl-cyclopropyl)-amide